C(C)(C)(C)OC(=O)N[C@@H](CC(=O)O)CC1=C(C=C(C(=C1)F)F)F (3R)-N-t-butoxycarbonyl-3-amino-4-(2,4,5-trifluorophenyl)-butyric acid